5-(difluoromethyl)-5'-methyl-3H-spiro[furo[2,3-c]pyridine-2,3'-pyrrolidine]-1'-carboxylic acid tert-butyl ester C(C)(C)(C)OC(=O)N1CC2(CC1C)CC=1C(=CN=C(C1)C(F)F)O2